O1C2=C(OC(C1([2H])[2H])([2H])[2H])C=C(C=C2)OC2CCN(CC2)C2=C(C(=C1C(=N2)CNC1=O)C)C 2-(4-((2,3-Dihydrobenzo[b][1,4]dioxin-6-yl-2,2,3,3-d4)oxy)piperidin-1-yl)-3,4-dimethyl-6,7-dihydro-5H-pyrrolo[3,4-b]pyridin-5-one